N,N'-di-tert-butyloxycarbonyl-L-lysine C(C)(C)(C)OC(=O)N[C@@H](CCCCNC(=O)OC(C)(C)C)C(=O)O